(2s,3s)-1-(3-cyano-6-methyl-4-(trifluoromethyl)pyridin-2-yl)-3-hydroxy-N-methyl-N-(m-tolyl)pyrrolidine-2-carboxamide C(#N)C=1C(=NC(=CC1C(F)(F)F)C)N1[C@@H]([C@H](CC1)O)C(=O)N(C=1C=C(C=CC1)C)C